hydroxyl-carbonyl-iron OC(=O)[Fe]